BrC1=C(C=CC(=C1)CO)NS(=O)(=O)C=1C=NN(C1)C1=CC=C(C=C1)F N-(2-bromo-4-(hydroxymethyl)phenyl)-1-(4-fluorophenyl)-1H-pyrazole-4-sulfonamide